9-([1,1'-biphenyl]-2-yl)-9'-phenyl-9H,9'H-3,3'-bicarbazole C1(=C(C=CC=C1)N1C2=CC=CC=C2C=2C=C(C=CC12)C=1C=CC=2N(C3=CC=CC=C3C2C1)C1=CC=CC=C1)C1=CC=CC=C1